Cl.NC1CC2CCC(C1)N2C2=NC(=C(C=1N2C=CN1)C1=CC(=C(C=C1)OC)F)C=1C=CC(=NC1)C#N 5-(5-(3-amino-8-azabicyclo[3.2.1]octane-8-yl)-8-(3-fluoro-4-methoxyphenyl)imidazolo[1,2-c]pyrimidin-7-yl)picolinonitrile hydrochloride